CS(=O)(=O)C1=C(C=CC(=C1)C(F)(F)F)C1=CC=C(C=C1)C1CNC1 3-[4-[2-Methylsulfonyl-4-(trifluoromethyl)phenyl]phenyl]azetidine